CN(C(CCCO)=O)CCO N-methyl-N-(2-hydroxyethyl)-4-hydroxybutyramide